(R)-N-(5-(5-ethyl-1,2,4-oxadiazol-3-yl)-2,3-dihydro-1H-inden-1-yl)isoxazole-3-carboxamide C(C)C1=NC(=NO1)C=1C=C2CC[C@H](C2=CC1)NC(=O)C1=NOC=C1